C1(=CC=C(C=C1)N1N=NN(C1=S)CCCN(CC)CC)C1=CC=CC=C1 1-([1,1'-biphenyl]-4-yl)-4-(3-(diethylamino)propyl)-1,4-dihydro-5H-tetrazole-5-thione